9-ethyl-6,6-dimethyl-8-(4-morpholin-4-yl-piperidin-1-yl)-11-oxo-6,11-dihydro-5H-benzo[b]carbazole C(C)C1=CC2=C(C(C=3NC4=CC=CC=C4C3C2=O)(C)C)C=C1N1CCC(CC1)N1CCOCC1